2-methyl-6-(6-(((R)-1-phenylethyl)amino)-6,7,8,9-tetrahydrodibenzo[b,d]furan-2-yl)isoindolin-1-one CN1C(C2=CC(=CC=C2C1)C1=CC2=C(OC3=C2CCCC3N[C@H](C)C3=CC=CC=C3)C=C1)=O